2,2'-Bis(trifluoromethyl)-4,3'-Diaminobiphenyl FC(C1=C(C=CC(=C1)N)C1=C(C(=CC=C1)N)C(F)(F)F)(F)F